2,2'-azobis[2-methyl-N-(hydroxyethyl)propionamide] N(=NC(C(=O)NCCO)(C)C)C(C(=O)NCCO)(C)C